tert-butyl 3-(3,6-dichloro-2,7-naphthyridin-1-yl)-3,8-diazabicyclo[3.2.1]octane-8-carboxylate ClC=1N=C(C2=CN=C(C=C2C1)Cl)N1CC2CCC(C1)N2C(=O)OC(C)(C)C